[C@H]12COC[C@H](CN(C1)C1=NC(=NC3=C(C(=C(C=C13)F)C1=CC(=CC3=CC=CC=C13)O)F)OC[C@]13CCCN3C[C@@H](C1)F)N2 4-(4-((1R,5S)-3-oxa-7,9-diazabicyclo[3.3.1]nonan-7-yl)-6,8-difluoro-2-(((2R,7aS)-2-fluorotetrahydro-1H-pyrrolizin-7a(5H)-yl)methoxy)quinazolin-7-yl)naphthalen-2-ol